FC1=CC=C(C=C1)NC(=O)C1=CC(=NC2=CC=C(C=C12)C)C=1C=NN(C1C)C1=CC=C(C=C1)C N-(4-fluorophenyl)-6-methyl-2-[5-methyl-1-(4-methylphenyl)pyrazol-4-yl]quinoline-4-carboxamide